CCOCCNC(C(=C)C)=O N-2-ethoxyethylmethacrylamide